ClC=1C=C(C=CC1)C(=O)NC=1C=C(C(=NC1)C1(COC1)C(=O)NC1=CC=C(C=C1)F)C 3-{5-[(3-chlorobenzene-1-carbonyl)amino]-3-methylpyridin-2-yl}-N-(4-fluorophenyl)oxetane-3-carboxamide